OB1OC2=C(C[C@@H]1NC(C(C1=CC=C(C=C1)P(=O)(O)O)NC(=O)[C@@H]1NC(CC1)=O)=O)C=CC=C2C(=O)O (3R)-2-hydroxy-3-(2-((R)-5-oxopyrrolidine-2-carboxamido)-2-(4-phosphonophenyl)acetamido)-3,4-dihydro-2H-benzo[e][1,2]oxaborinine-8-carboxylic acid